C(C)(C)(C)OC(=O)NCCC(NC=NC(OC(C)(C)C)=O)C(NC(C(=O)N)CC1=C(C=C(C=C1C)O[Si](C)(C)C(C)(C)C)C)=O 8-(2-((tert-Butoxycarbonyl)amino)ethyl)-11-(4-((tert-butyldimethylsilyl)oxy)-2,6-dimethylbenzyl)-2,2-dimethyl-4,9-dioxo-3-oxa-5,7,10-triazadodec-5-ene-12-oic acid amide